FC=1C(=C(C=CC1F)[C@@H]([C@H](C(=O)OCC)O)O)OC |r| rac-ethyl (2R,3S)-3-(3,4-difluoro-2-methoxyphenyl)-2,3-dihydroxypropanoate